(5R)-4-(2,5-diazabicyclo[4.1.0]hept-2-yl)-5-methyl-5,8-dihydropyrido[2,3-d]pyrimidin-7(6H)-one C12N(CCNC2C1)C=1C2=C(N=CN1)NC(C[C@H]2C)=O